ethane-d2 C(C)([2H])[2H]